N(=NC1(CCCC1)C#N)C1(CCCC1)C#N azobis-cyclopentanecarbonitrile